ethyl 5-(benzyloxy)-4,4-difluoropentanoate C(C1=CC=CC=C1)OCC(CCC(=O)OCC)(F)F